4-{2-azabicyclo[2.2.1]heptane-2-carbonyl}-2-(6-fluoro-1-methyl-1H-indol-4-yl)-7-(fluoromethoxy)-6-methoxy-1,2-dihydroisoquinolin-1-one C12N(CC(CC1)C2)C(=O)C2=CN(C(C1=CC(=C(C=C21)OC)OCF)=O)C2=C1C=CN(C1=CC(=C2)F)C